Trans-Ethyl 7-fluoro-5-phenyl-6,7-dihydro-5H-pyrrolo[1,2-b][1,2,4]triazole-2-carboxylate F[C@@H]1C[C@H](N2N=C(N=C21)C(=O)OCC)C2=CC=CC=C2